1-benzopyran-4-one, hydrochloride Cl.O1C=CC(C2=C1C=CC=C2)=O